ClC1=CC=C(C=C1)NC(=O)NC1=CC=C(C=C1)NC(=O)OC(C)(C)C 1-(4-chlorophenyl)-3-(4-((tert-butoxycarbonyl)amino)phenyl)urea